C(C)(C)(C)N1CC=C(C=C1)NC(CC1=CC(=CC=C1)O)=O N-tert.-Butyl-4-[[2-(3-hydroxyphenyl)acetyl]amino]pyridin